Tert-butyl 4-cyano-4-(pyridin-4-yl)piperidine-1-carboxylate C(#N)C1(CCN(CC1)C(=O)OC(C)(C)C)C1=CC=NC=C1